N1C(NC(C2=C1C=CC=N2)=O)=O 1,2,3,4-tetrahydropyrido[3,2-d]Pyrimidine-2,4-dione